ClC1=C(C(=CC=C1)Cl)C=1C=C2C(=NNC2=CC1)NC(=O)C1CCOCC1 N-[5-(2,6-dichlorophenyl)-1H-indazol-3-yl]tetrahydro-2H-pyran-4-carboxamide